O1CCC(=CC1)C1=NN2C(N(C(=C(C2=O)N2CCNCC2)CC)CC(=O)NC2=C(C(=C(C=C2)C(F)(F)F)F)C)=N1 2-(2-(3,6-dihydro-2H-pyran-4-yl)-5-ethyl-7-oxo-6-(piperazine-1-yl)-[1,2,4]triazolo[1,5-a]pyrimidin-4(7H)-yl)-N-(3-fluoro-2-methyl-4-(trifluoromethyl)phenyl)acetamide